C(C1=CC=CC=C1)OC1=CC=C2C(=C(C=NC2=C1)C(O)C1=CC=C(C=C1)OC)Cl (7-(benzyloxy)-4-chloroquinolin-3-yl)(4-methoxyphenyl)methanol